N-(4-(1-phenyl-2,3-dihydro-1H-benzo[d]pyrrolo[1,2-a]imidazol-7-yl)benzyl)methanesulfonamide C1(=CC=CC=C1)C1CCC=2N1C1=C(N2)C=CC(=C1)C1=CC=C(CNS(=O)(=O)C)C=C1